BrC1=C(OC=C1)C(=O)NCC1=NC=CN=C1 3-bromo-N-(pyrazin-2-ylmethyl)furan-2-carboxamide